O=C1C=C(N=C2N1C=CC=C2)C(=O)NCC=2N=C1N(C=C(C=C1)CNC[C@H]1OCCC1)C2 4-oxo-N-((6-[({[(2S)-oxolan-2-yl]methyl}amino)methyl]imidazo[1,2-a]pyridin-2-yl)methyl)-4H-pyrido[1,2-a]pyrimidine-2-carboxamide